tert-butyl (6-chloro-3-isopropylimidazo[1,2-b]pyridazin-8-yl)(3-(trifluoromethoxy)benzyl)carbamate ClC=1C=C(C=2N(N1)C(=CN2)C(C)C)N(C(OC(C)(C)C)=O)CC2=CC(=CC=C2)OC(F)(F)F